C(=O)(O)C(C(O)(C(=O)O)C(=O)O)(O)CO tricarboxyglycerin